8-[3-(methanesulfonylmeth-yl)azetidin-1-yl]-N-[2-(4-methoxypiperidin-1-yl)pyrimidin-4-yl]-5-(propan-2-yl)-2,7-naphthyridin-3-amine CS(=O)(=O)CC1CN(C1)C=1N=CC(=C2C=C(N=CC12)NC1=NC(=NC=C1)N1CCC(CC1)OC)C(C)C